(S)-2-(1-acetoxyn-amyl)benzoic acid L-arginine salt N[C@@H](CCCNC(N)=N)C(=O)O.C(C)(=O)O[C@@H](CCCC)C1=C(C(=O)O)C=CC=C1